(5-chloro-6-methylpyrazin-2-yl)ethan-1-ol ClC=1N=CC(=NC1C)C(C)O